(±)-[4-(2,6-difluoro-4-methoxyphenyl)-2-oxopyrrolidin-3-yl]carbamic acid tert-butyl ester C(C)(C)(C)OC(NC1C(NCC1C1=C(C=C(C=C1F)OC)F)=O)=O